C1(CC1)C(=O)NC1=NC=C(C(=O)NC)C(=C1)NC1=NN(C2=CC=C(C(=C12)OC)[C@@H](C(F)(F)F)OC)C (S)-6-(cyclopropanecarboxamido)-4-((4-methoxy-1-methyl-5-(2,2,2-trifluoro-1-methoxyethyl)-1H-indazol-3-yl)amino)-N-methylnicotinamide